1-chloro-3-(1-(5-chloro-2-ethoxy-4-methyl-3-morpholinophenyl)ethyl)imidazo[1,5-a]pyrazin-8-amine ClC=1N=C(N2C1C(=NC=C2)N)C(C)C2=C(C(=C(C(=C2)Cl)C)N2CCOCC2)OCC